ClC1=C(C(=NC(=N1)CO)N1CCC(CC1)OC=1C=CC(=C(C#N)C1)OC)C 5-((1-(6-chloro-2-(hydroxymethyl)-5-methylpyrimidin-4-yl)piperidin-4-yl)oxy)-2-methoxybenzonitrile